ClC=1C=C(CN2C(NCC2)=O)C=CC1 1-(3-chlorobenzyl)imidazolidin-2-one